C(C1=CC=CC=C1)OCC[C@@H](CCC)OC1=NN2C(C(=N1)N(CC1=C(C=C(C=C1)OC)OC)CC1=C(C=C(C=C1)OC)OC)=NC=C2C(C=2C=C(OCCN(C(OC(C)(C)C)=O)C)C=CC2)O |o1:10| tert-butyl (2-(3-((2-(((R or S)-1-(benzyloxy)hexan-3-yl)oxy)-4-(bis(2,4-dimethoxybenzyl)amino)imidazo[2,1-f][1,2,4]triazin-7-yl)(hydroxy)methyl) phenoxy) ethyl)(methyl)carbamate